5-(5-((7-ethyl-6-oxo-5,6-dihydro-1,5-naphthyridin-3-yl)methyl)-2,5-diazabicyclo[2.2.1]heptan-2-yl)-N-methylpicolinamide C(C)C=1C(NC=2C=C(C=NC2C1)CN1C2CN(C(C1)C2)C=2C=CC(=NC2)C(=O)NC)=O